C12(CCC(C1)C2)NC(C2=CN=CC(=C2N2CC1(CCCN1)CC2)C2=CC(=CC(=C2)F)F)=O N-(bicyclo[2.1.1]hex-1-yl)-4-(1,7-diaza-7-spiro[4.4]nonyl)-5-(3,5-difluorophenyl)nicotinamide